C(C)(C)(C)C1=CC(=C(C=C1Cl)C=1NC=2C=CN=C(C2C(C1)=O)C(=N)N)C 2-(4-tert-butyl-5-chloro-2-methyl-phenyl)-4-oxo-1H-1,6-naphthyridine-5-carboxamidine